ClN1CCC(CC1)N1N=CC(=C1)CC=1C=2C3=C(C(N(C3=CC1)C1C(NC(CC1)=O)=O)=O)C=CC2 3-[6-[[1-(1-chloro-4-piperidyl)pyrazol-4-yl]methyl]-2-oxo-benzo[cd]indol-1-yl]piperidine-2,6-dione